sodium (S)-3-(2',4'-difluoro-5-methoxybiphenyl-3-yl)-3-(3-(1-methyl-4-oxido-2-oxo-1,2-dihydro pyridin-3-yl)ureido)propanoate FC1=C(C=CC(=C1)F)C1=CC(=CC(=C1)OC)[C@H](CC(=O)[O-])NC(=O)NC=1C(N(C=CC1[O-])C)=O.[Na+].[Na+]